BrC1=CC2=C(N=C(S2)C23C(C(C2)(C3)C)N)C=C1 3-(6-bromo-1,3-benzothiazol-2-yl)-1-methyl-bicyclo[1.1.1]pentan-2-amine